2-(((3-(4-methoxybenzyl)-4-methyl-2-oxooxazolidin-4-yl)methoxy)methyl)-N-(1-methyl-1H-tetrazole-5-yl)-6-(trifluoromethyl)nicotinamide COC1=CC=C(CN2C(OCC2(C)COCC2=C(C(=O)NC3=NN=NN3C)C=CC(=N2)C(F)(F)F)=O)C=C1